COCCOC1=CC=C(C=C1)C1=CC=C(C=C1)C1(CC1)NC(=O)NC1(CN2CCC1CC2)C 1-(1-(4'-(2-methoxyethoxy)-[1,1'-biphenyl]-4-yl)cyclopropyl)-3-(3-methylquinuclidin-3-yl)urea